4-acetyl-N-(3-methylbenzyl)-1H-pyrrole-2-carboxamide C(C)(=O)C=1C=C(NC1)C(=O)NCC1=CC(=CC=C1)C